7-bromo-2-(naphthalen-1-yl)quinoxaline BrC1=CC=C2N=CC(=NC2=C1)C1=CC=CC2=CC=CC=C12